1,4,5-trihydroxycyclohexanecarboxylic acid OC1(CCC(C(C1)O)O)C(=O)O